C(C)(=O)OCOC(=O)C1=C(NC2=C(C=NC(=C2C1C1=C(C=C(C=C1)C#N)OC)OCC)C)C 4-(4-cyano-2-methoxyphenyl)-5-ethoxy-2,8-dimethyl-1,4-dihydro-1,6-naphthyridine-3-carboxylic acid (±)-acetoxymethyl ester